1-(4-(2-(4-(methylsulfonyl)phenyl)furo[3,2-b]pyridin-7-yl)pyridin-2-yl)pyrrolidin-3-ol CS(=O)(=O)C1=CC=C(C=C1)C1=CC2=NC=CC(=C2O1)C1=CC(=NC=C1)N1CC(CC1)O